(Z)-N-(4-((3-chloropyridin-4-yl)diazenyl)-3-methoxyphenyl)pyrazine-2-carboxamide ClC=1C=NC=CC1\N=N/C1=C(C=C(C=C1)NC(=O)C1=NC=CN=C1)OC